2H-pyrazolo[4,3-b]pyridin N=1NC=C2N=CC=CC21